O1CCCC2=CC(=CC=C12)CC=1C=C(C=CC1OC)[C@@H]1O[C@@H]([C@H]([C@@H]([C@H]1O)O)O)CO (2S,3R,4R,5S,6R)-2-(3-Chroman-6-ylmethyl-4-methoxy-phenyl)-6-hydroxymethyl-tetrahydro-pyran-3,4,5-triol